C(C)OCCOCCOC=1C=CC(=NC1)C[C@@H]1N(CCN(CCN(CCN(C1)CC(=O)OC(C)(C)C)CC(=O)OC(C)(C)C)CC(=O)OC(C)(C)C)CC(=O)OC(C)(C)C Tetra-tert-butyl 2,2',2'',2'''-[(2S)-2-({5-[2-(2-ethoxyethoxy)ethoxy]pyridin-2-yl}methyl)-1,4,7,10-tetraazacyclododecane-1,4,7,10-tetrayl]tetraacetate